sodium dihydrogenphosphate-citrate C(CC(O)(C(=O)O)CC(=O)O)(=O)[O-].P(=O)(O)(O)O.[Na+]